(S)-N-((R)-1-(4-((1-fluorocyclopentyl)methoxy)phenyl)-2-hydroxy-2-methylpropyl)-2-phenylpropanamide FC1(CCCC1)COC1=CC=C(C=C1)[C@H](C(C)(C)O)NC([C@@H](C)C1=CC=CC=C1)=O